FC=1C=2N(C=C(C1)NC(=O)C1=CC=C(C3=CN(N=C13)C1CCOCC1)N1CCN(CC1)C(=O)OC(C)(C)C)C=C(N2)C tert-butyl 4-[7-({8-fluoro-2-methylimidazo[1,2-a]pyridin-6-yl}carbamoyl)-2-(oxan-4-yl) indazol-4-yl]piperazine-1-carboxylate